ClC=1C(=C(C=CC1F)N(C(=O)[C@H]1N(C(N(C1)CC1OC1)=O)C1=NC(=CC(=C1)C(F)(F)F)C)C)F (4S)-N-(3-chloro-2,4-difluorophenyl)-N-methyl-3-(6-methyl-4-(trifluoromethyl)pyridin-2-yl)-1-(oxiran-2-ylmethyl)-2-oxoimidazolidine-4-carboxamide